NC1=CC=C(OC2=CC(=C(C=C2)C2=C(C=CC=C2)N)OC)C=C1 4-(4-aminophenoxy)-2-methoxyphenylbenzenamine